FC(C1=C(C=CC(=C1)C(F)(F)F)[C@H](C)N1N=CC(=C1C)NC(=O)C1=NOC(=C1)C1=NC=CC=C1)(F)F (S)-N-(1-(1-(2,4-bis(trifluoromethyl)phenyl)ethyl)-5-methyl-1H-pyrazol-4-yl)-5-(pyridin-2-yl)isoxazole-3-carboxamide